N-(3-chlorophenyl)-6-methoxy-7-[11C]methoxyquinazolin-4-amine ClC=1C=C(C=CC1)NC1=NC=NC2=CC(=C(C=C12)OC)O[11CH3]